(2,4-dichloro-3-pyridinyl)-(oxetan-3-yl)methanol ClC1=NC=CC(=C1C(O)C1COC1)Cl